BrC1=CC=C2CC/C(/C2=C1)=N\OCC1=C(C=CC=C1C)\C(\C(=O)OC)=N/OC Methyl (2E)-2-[2-[[(E)-(6-bromoindan-1-ylidene)amino]oxymethyl]-3-methylphenyl]-2-methoxyimino-acetate